2-amino-3-(5-chloro-2-nitrophenyl)propanic acid NC(C(=O)O)CC1=C(C=CC(=C1)Cl)[N+](=O)[O-]